CN1C(CN(C2=CC(=CC=C12)NC1=CC=C(C=C1)N1CCC(CC1)C)C)=O 1,4-Dimethyl-6-((4-(4-methylpiperidin-1-yl)phenyl)amino)-3,4-dihydroquinoxalin-2(1H)-one